ClC1=C(C(=CC=C1)Cl)NN1C(=NCC1)C1=NC(=NC=C1Br)SC N-(2,6-dichlorophenyl)-2-(2-methylsulfanyl-5-bromopyrimidin-4-yl)-4,5-dihydro-1H-imidazol-1-amine